N6-benzoyl-2'-fluoro-deoxyadenosine C(C1=CC=CC=C1)(=O)NC=1C=2N=CN([C@H]3[C@@H]([C@H](O)[C@@H](CO)O3)F)C2N=CN1